ClC1=NC(=NC(=N1)Cl)Cl 2,4,6-Trichloro[1,3,5]triazine